chloro-butanol ClC(CCC)O